3-(2-fluorophenyl)-N-methyl-1-(4-(trifluoromethyl)phenyl)-1H-indole-5-sulfonamide FC1=C(C=CC=C1)C1=CN(C2=CC=C(C=C12)S(=O)(=O)NC)C1=CC=C(C=C1)C(F)(F)F